4-amino-1,2,5-oxadiazole-3-carbonitrile NC=1C(=NON1)C#N